Pimeloyl-carnitine C(CCCCCC(=O)O)(=O)C(O)(C[N+](C)(C)C)CC([O-])=O